(R)-6-fluoro-1-(4-((3-methylmorpholinyl)methyl)phenyl)-1,4-dihydrothiochromeno[4,3-c]pyrazole-3-carboxylic acid 5,5-dioxide FC1=CC=CC2=C1S(CC1=C2N(N=C1C(=O)O)C1=CC=C(C=C1)CN1[C@@H](COCC1)C)(=O)=O